2-(4-(6-(2,6-dichloro-3,5-dimethoxyphenyl)-2-(methylthio)pyrido[3,4-d]pyrimidin-8-yl)-1H-pyrazol-1-yl)ethan-1-ol ClC1=C(C(=C(C=C1OC)OC)Cl)C1=CC2=C(N=C(N=C2)SC)C(=N1)C=1C=NN(C1)CCO